N-(tert-butyl)-6-(4-fluorophenyl)-4-hydroxy-1-(2-morpholinoethyl)-2-oxo-1,2-dihydro-1,8-naphthyridine-3-carboxamide C(C)(C)(C)NC(=O)C=1C(N(C2=NC=C(C=C2C1O)C1=CC=C(C=C1)F)CCN1CCOCC1)=O